FC=1C=CC2=C(NC(=NS2(=O)=O)NCC2=CC(=CC=C2)F)C1[C@@H](C)C1=CC(=CC=C1)OC(F)(F)F (S)-6-fluoro-3-((3-fluorobenzyl)amino)-5-(1-(3-(trifluoromethoxy)phenyl)ethyl)-4H-benzo[e][1,2,4]thiadiazine 1,1-dioxide